4-(CYCLOPROPYLMETHYLTHIO)PHENYLBORONIC ACID C1(CC1)CSC1=CC=C(C=C1)B(O)O